The molecule is an organic cation obtained by protonation of the tertiary amino group of nelfinavir. It is an ammonium ion derivative and an organic cation. It is a conjugate acid of a nelfinavir. CC1=C(C=CC=C1O)C(=O)N[C@@H](CSC2=CC=CC=C2)[C@@H](C[NH+]3C[C@H]4CCCC[C@H]4C[C@H]3C(=O)NC(C)(C)C)O